C1C(NC=CC2=C1C1=CC=CC=C1C=C2)=O naphtho[1,2-d]azepin-2(1H)-one